COC=1C=C(\C=N\NC(C2=NC(=CC=C2)C2=CC=C(C=C2)OC(F)(F)F)=O)C=C(C1)OC (E)-N'-(3,5-dimethoxybenzylidene)-6-(4-(trifluoromethoxy)phenyl)picolinohydrazide